ClC1=C(C=NN1C)[C@@H]1[C@H](C(N(C1)C)=O)C(=O)NC1=C(C(=CC=C1)F)OC (3S,4S)-4-(5-chloro-1-methyl-pyrazol-4-yl)-N-(3-fluoro-2-methoxy-phenyl)-1-methyl-2-oxo-pyrrolidine-3-carboxamide